C(C(O)C(O)C(=O)[O-])(=O)O (±)-hydrogen tartarate